NC=1C2=C(N=CN1)N(C(=C2C(=O)NC2=CC=C(C=C2)COC)C=2C=NC=NC2)C2(CC2)C 4-amino-N-(4-(methoxymethyl)phenyl)-7-(1-methylcyclopropyl)-6-(pyrimidin-5-yl)-7H-pyrrolo[2,3-d]pyrimidine-5-carboxamide